tert-butyl 5,8,9,10-tetrahydropyrido[3',2':4,5]pyrrolo[2,3-d]azepine-7(6H)-carboxylate N1=CC=CC2=C1NC=1CCN(CCC12)C(=O)OC(C)(C)C